(3R)-2'-[6-amino-5-(trifluoromethyl)pyridin-3-yl]-N-[1-(3-methoxypyridin-4-yl)ethyl]-5',6'-dihydro-1H-spiro[pyrrolidine-3,4'-pyrrolo[1,2-b]pyrazole]-1-carboxamide NC1=C(C=C(C=N1)C=1C=C2N(N1)CC[C@]21CN(CC1)C(=O)NC(C)C1=C(C=NC=C1)OC)C(F)(F)F